Cyanomelamine C(#N)NC1=NC(=NC(=N1)N)N